Methyl 2-(4-((s)-2-amino-5-ureidopentanamido)phenyl)-2-(((s)-4,11-diethyl-4-hydroxy-3,14-dioxo-3,4,12,14-tetrahydro-1H-pyrano[3',4':6,7]indolizino[1,2-b]quinolin-9-yl)oxy)acetate N[C@H](C(=O)NC1=CC=C(C=C1)C(C(=O)OC)OC1=CC=2C(=C3C(=NC2C=C1)C1=CC2=C(C(N1C3)=O)COC([C@]2(O)CC)=O)CC)CCCNC(=O)N